C(C)(C)(C)OC(=O)N1[C@@H](C[C@H](C1)NC(=O)C=1OC(=NN1)C1=CC(=CC=C1)OC(F)(F)F)CN1N=NC=C1 (2S,4R)-2-((1H-1,2,3-triazol-1-yl)methyl)-4-(5-(3-(trifluoromethoxy)phenyl)-1,3,4-oxadiazole-2-carboxamido)pyrrolidine-1-carboxylic acid tert-butyl ester